COC1=CC=C(C=C1)[C@H](C)N1C[C@H](CC1=O)C(=O)OCC1=CC=CC=C1 Benzyl (S)-1-((S)-1-(4-methoxyphenyl)ethyl)-5-oxopyrrolidine-3-carboxylate